5-methoxy-2-thiophenamine COC1=CC=C(S1)N